CC1=C(C=C(C=C1)N1CCN(CC1)C(=O)OC(C)(C)C)C(NC(C)C1=CC(=CC(=C1)C=1SC=CC1)C=1C=NN(C1)C)=O tertbutyl 4-(4-methyl-3-((1-(3-(1-methyl-1H-pyrazol-4-yl)-5-(thiophen-2-yl)phenyl)ethyl)carbamoyl)phenyl)piperazine-1-carboxylate